C(#N)C1=C(C=C(C=C1)C(C(=O)OC)C(C)=O)F methyl 2-(4-cyano-3-fluorophenyl)-3-oxobutanoate